C(C1=CC=CC=C1)OC1=CC=C(C=N1)C1=NC=C(N=C1)Cl 2-(6-benzyloxy-3-pyridinyl)-5-chloro-pyrazine